O=C1NC(CCC1N1C(C2=CC=CC(=C2C1)NC(CCCCCC)=O)=O)=O N-(2-(2,6-dioxopiperidin-3-yl)-1-oxoisoindol-4-yl)heptanamide